FC1(CCN(CC1)C(=O)C=1C=C2C=CC=C(C2=CC1)C1=CC=2N=CN(C(C2N=C1)=O)C)F 7-(6-(4,4-difluoropiperidine-1-carbonyl)naphthalen-1-yl)-3-methylpyrido[3,2-d]pyrimidin-4(3H)-one